(R)-((R)-6-fluoro-6,7-dihydro-5H-pyrrolo[1,2-c]imidazol-1-yl)(1-(phenylsulfonyl)-1H-indol-2-yl)methanamine F[C@@H]1CC=2N(C=NC2[C@@H](N)C=2N(C3=CC=CC=C3C2)S(=O)(=O)C2=CC=CC=C2)C1